tert-butyl 4-[2-(4-fluorophenyl)-2-[[4-(trifluoromethoxy)phenyl]sulfonylamino]ethyl]piperazine-1-carboxylate FC1=CC=C(C=C1)C(CN1CCN(CC1)C(=O)OC(C)(C)C)NS(=O)(=O)C1=CC=C(C=C1)OC(F)(F)F